N1=CC=C(C=C1)SCC(=O)C1=CC=C(C=C1)C1=NOC(=N1)C(F)(F)F 2-(pyridin-4-ylthio)-1-(4-(5-(trifluoromethyl)-1,2,4-oxadiazol-3-yl)phenyl)ethan-1-one